O1C(OCCC1)C1=C(/C=C/C2=CC=NC=C2)C=C(C=C1)[N+](=O)[O-] (E)-4-(2-(1,3-Dioxan-2-yl)-5-nitrostyryl)pyridine